FC(C1=NC=CC(=C1)N1CC2(C1)CN(CC2)C2=CN=C1C(=N2)N(N=C1)CC(C)=O)(F)F 1-(6-(2-(2-(trifluoromethyl)pyridin-4-yl)-2,6-diazaspiro[3.4]octan-6-yl)-1H-pyrazolo[3,4-b]pyrazin-1-yl)propan-2-one